C(=O)C1=C(C(=O)OCOC(=O)OC(C)C)C=CC=C1 ((isopropoxycarbonyl)oxy)methyl 2-formylbenzoate